5-[3-(benzyloxy)-1-fluoro-7-hydroxy-7-(nitromethyl)-5,6,7,8-tetrahydronaphthalen-2-yl]-1λ6,2,5-thiadiazolidine-1,1,3-trione C(C1=CC=CC=C1)OC=1C(=C(C=2CC(CCC2C1)(C[N+](=O)[O-])O)F)N1CC(NS1(=O)=O)=O